ClC1=C(C=C2CNCC2=C1)NC1=NC=C(C(=N1)C1=CC=2C(NCCC2S1)=O)C(F)(F)F 2-(2-((6-Chloroisoindolin-5-yl)amino)-5-(trifluoromethyl)pyrimidin-4-yl)-6,7-dihydrothieno[3,2-c]pyridin-4(5H)-one